ClC1=CN=C2C(=N1)N(C(=C2)C2=CC=CC=C2)C 3-chloro-5-methyl-6-phenylpyrrolo[2,3-b]pyrazine